Cl.FC(CC=1C=C(C=CC1OCCN1C[C@H](NCC1)C)N1C(N(C(C1(C)C)=O)C1=CC(=C(C#N)C=C1)C(F)(F)F)=S)F (R)-4-(3-(3-(2,2-difluoroethyl)-4-(2-(3-methylpiperazin-1-yl)ethoxy)phenyl)-4,4-dimethyl-5-oxo-2-thioxoimidazolidin-1-yl)-2-(trifluoromethyl)benzonitrile hydrochloride